N(=[N+]=[N-])CCOCCC(=O)N 3-(2-azidoethoxy)propionamide